[2-Chloro-5-(7-morpholin-4-yl-quinazolin-4-yl)-phenyl]-(6-methoxy-pyridazin-3-yl)-methanol ClC1=C(C=C(C=C1)C1=NC=NC2=CC(=CC=C12)N1CCOCC1)C(O)C=1N=NC(=CC1)OC